C1(CCCCC1)C#CC=1N=C2C(=NC1)N=C(S2)NC(=O)C=2C=NC(=CC2C2=CC(=NC=C2OC)C(F)F)C N-(6-(cyclohexylethynyl)thiazolo[4,5-b]pyrazin-2-yl)-2'-(difluoromethyl)-5'-methoxy-6-methyl-[4,4'-bipyridine]-3-carboxamide